N-(5-(7'-Fluoro-3'-methyl-2'-oxo-2',3'-dihydrospiro[cyclobutane-1,1'-pyrrolo[2,3-c]quinolin]-8'-yl)-2-(2-(isopropylamino)ethoxy)pyridin-3-yl)methanesulfonamide FC=1C(=CC=2C3=C(C=NC2C1)N(C(C31CCC1)=O)C)C=1C=C(C(=NC1)OCCNC(C)C)NS(=O)(=O)C